Cl.Cl.N1=C(NCC2=CC=CC=C12)SCC1=CSC2=NC3=CC=CC(=C3CN21)F 3-(((3,4-dihydroquinazolin-2-yl)thio)methyl)-6-fluoro-5H-thiazolo[2,3-b]Quinazoline dihydrochloride